O1C(CCCC1)OCC[C@H]1[C@@H](C1)C(=O)OCC Trans-ethyl 2-[2-(oxan-2-yloxy)ethyl]cyclopropane-1-carboxylate